C1(CC1)C(=O)NC1=CC(=C(N=N1)C(=O)NC([2H])([2H])[2H])NC1=NC=CC=C1S(=O)(=O)C(F)F 6-(cyclopropanecarboxamido)-4-((3-((difluoromethyl)-sulfonyl)pyridin-2-yl)amino)-N-(methyl-d3)pyridazine-3-carboxamide